BrC=1C=CC=2N(C(C=CN2)=O)C1 7-bromopyrido[1,2-a]pyrimidin-4-one